tert-butyl (2-chloro-4-(trifluoromethyl)thiophen-3-yl)carbamate ClC=1SC=C(C1NC(OC(C)(C)C)=O)C(F)(F)F